6-(2-oxopropoxy)quinoline-4-carboxylic acid methyl ester COC(=O)C1=CC=NC2=CC=C(C=C12)OCC(C)=O